3-methyl-5-(N-(4-phenylbutyl)sulfamoyl)benzofuran-2-carboxylic acid CC1=C(OC2=C1C=C(C=C2)S(NCCCCC2=CC=CC=C2)(=O)=O)C(=O)O